[Ir+]=O Iridium(III)-oxid